6-(1-((R)-2-ethylpiperazin-1-yl)ethyl)quinoxaline C(C)[C@H]1N(CCNC1)C(C)C=1C=C2N=CC=NC2=CC1